N(=C=O)CC1=CC(=CC=C1)CN=C=O m-bis(isocyanatomethyl)benzene